COP(O)(O)=O methyl-dihydrogenphosphoric acid